vinyl-cyclohexyl-benzonitrile C(=C)C=1C(=C(C#N)C=CC1)C1CCCCC1